NCC1=CC(=NN1C)C(=O)N(C)C 5-(aminomethyl)-N,N,1-trimethyl-1H-pyrazole-3-carboxamide